N-((2-(6-(3-(tert-butyl)-5,6-dihydro-[1,2,4]triazolo[4,3-a]pyrazin-7(8H)-yl)pyridin-2-yl)-1,6-naphthyridin-7-yl)methyl)-5-(methylsulfonyl)nicotinamide C(C)(C)(C)C1=NN=C2N1CCN(C2)C2=CC=CC(=N2)C2=NC1=CC(=NC=C1C=C2)CNC(C2=CN=CC(=C2)S(=O)(=O)C)=O